C(C(=C)C)(=O)NCCCS(=O)(=O)O methacrylamidopropyl-sulfonic acid